1-(5,6-difluoro-1H-indol-1-yl)-N,N-dimethylpropan-2-amine FC=1C=C2C=CN(C2=CC1F)CC(C)N(C)C